CC1=CC=2C=NC(=CC2N1)NC(=O)C1CC1 N-(2-methyl-1H-pyrrolo[3,2-c]pyridin-6-yl)cyclopropanecarboxamide